O[C@H]1[C@H](O)[C@@H](O)[C@H](O)[C@@H](O)[C@@H]1O scyllo-inositol